(S)-N'-(((R)-8-fluoro-3-methyl-1,2,3,5,6,7-hexahydro-s-indacen-4-yl)carbamoyl)-6,7-dihydro-5H-pyrazolo[5,1-b][1,3]oxazine-3-sulfonimidamide FC=1C=2CCCC2C(=C2[C@@H](CCC12)C)NC(=O)N=[S@@](=O)(N)C=1C=NN2C1OCCC2